N'-((5-cyano-1-((2-(trimethylsilyl)ethoxy)methyl)-1H-pyrazol-3-yl)methylene)-4-methylbenzenesulfonohydrazide C(#N)C1=CC(=NN1COCC[Si](C)(C)C)C=NNS(=O)(=O)C1=CC=C(C=C1)C